tri-t-butyl-iodosilane C(C)(C)(C)[Si](I)(C(C)(C)C)C(C)(C)C